C(C)(C)(C)OC(=O)N1[C@@H](CC1)C(C)=O.FC=1C=C2C=NNC2=CC1CC(=O)NC1=CC(=NC=C1)C(=O)NC1(CC1)C(F)(F)F 4-[[2-(5-Fluoro-1H-indazol-6-yl)acetyl]amino]-N-[1-(trifluoromethyl)cyclopropyl]pyridine-2-carboxamide tert-butyl-(s)-2-acetylazetidine-1-carboxylate